Methyl 4-(2-chloro-4-fluorophenyl)-6-methyl-2-(thiazol-2-yl)-1,4-dihydropyrimidine-5-carboxylate ClC1=C(C=CC(=C1)F)C1N=C(NC(=C1C(=O)OC)C)C=1SC=CN1